(((1S)-1-(3-Bromo-2-(ethoxycarbonyl)-1H-indol-7-yl)ethyl)amino)((R)-tert-butyl)sulfaniumolate BrC1=C(NC2=C(C=CC=C12)[C@H](C)N[S+]([O-])C(C)(C)C)C(=O)OCC